2,4-THIAZOLIDINEDIONE S1C(NC(C1)=O)=O